3-(1H-Benzo[d]imidazol-2-yl)-6-chloro-3-(2-hydroxyphenyl)-1-methylindolin-2-one N1C(=NC2=C1C=CC=C2)C2(C(N(C1=CC(=CC=C21)Cl)C)=O)C2=C(C=CC=C2)O